COCC1=NN2C(N=C(C=C2C(=O)N[C@@H]2C[C@@H](C2)OC(F)(F)F)C)=C1C(=O)N 2-(Methoxymethyl)-5-methyl-N7-[cis-3-(trifluoromethoxy)cyclobutyl]pyrazolo[1,5-a]pyrimidine-3,7-dicarboxamide